cis-methyl 6-(3-amino-2,6-difluorophenyl)-5-methyl-5,6,7,8-tetrahydroimidazo[1,5-a]pyridine-1-carboxylate NC=1C(=C(C(=CC1)F)[C@H]1CCC=2N([C@H]1C)C=NC2C(=O)OC)F